NCCCCCC([2H])([2H])N(C(OC(C)(C)C)=O)C(=O)OC(C)(C)C tert-butyl (6-aminohexyl-1,1-d2)(tert-butoxycarbonyl)carbamate